C[C@@]12OO[C@]34[C@@H](CC1)[C@@H](CC[C@H]3[C@H]([C@@H](O[C@@H]4O2)OC2=CC=CC=C2)C)C (3R,5aS,6R,8aS,9R,10R,12R,12aR)-3,6,9-trimethyl-10-phenoxydecahydro-12H-3,12-epoxy-pyrano[4,3-j][1,2]benzodioxepine